NCCNS(=O)(=O)Cl N-(2-aminoethyl)sulfamoyl chloride